C1=CC=CC=2C3=CC=CC=C3C(C12)COC(=O)N[C@H](C(=O)OCC1=CC=CC=C1)[C@H](C)N=[N+]=[N-] benzyl (2S,3S)-2-((((9H-fluoren-9-yl)methoxy)carbonyl)amino)-3-azidobutanoate